(R)-ethyl 4-((2-(5-(2-fluoro-3-methoxyphenyl)-3-(2-fluoro-6-(trifluoromethyl)benzyl)-4-methyl-2,6-dioxo-2,3-dihydropyrimidin-1(6H)-yl)-1-phenylethyl)amino)butanoate FC1=C(C=CC=C1OC)C1=C(N(C(N(C1=O)C[C@@H](C1=CC=CC=C1)NCCCC(=O)OCC)=O)CC1=C(C=CC=C1C(F)(F)F)F)C